FC=1C=C(C=CC1OC=1C=C2C=NN(C2=CC1C=1C=NNC1)C)NC(=O)C=1C(N(C(=CC1)C(C)C)C1=CC=C(C=C1)F)=O N-(3-fluoro-4-(1-methyl-6-(1H-pyrazol-4-yl)-1H-indazol-5-yloxy)phenyl)-1-(4-fluorophenyl)-6-isopropyl-2-oxo-1,2-dihydropyridine-3-carboxamide